7-[6-fluoro-7-[1-[4-(trifluoromethoxy)benzoyl]-4-piperidyl]-3H-imidazo[4,5-b]pyridin-2-yl]-2-oxa-5-azaspiro[3.5]nonane-5-carboxylic acid FC=1C(=C2C(=NC1)NC(=N2)C2CN(C1(COC1)CC2)C(=O)O)C2CCN(CC2)C(C2=CC=C(C=C2)OC(F)(F)F)=O